ethyl 1-(2-fluorobenzyl)-1H-pyrazole-3-carboxylate FC1=C(CN2N=C(C=C2)C(=O)OCC)C=CC=C1